BrC=1C(=CC2=CN(N=C2C1)CCN1CCOCC1)[N+](=O)[O-] 4-(2-(6-bromo-5-nitro-2H-indazol-2-yl)ethyl)morpholine